COC1=NC=C(C=N1)N1C(NC2(C1)CCC(CC2)C2=CC=CC=C2)=O 3-(2-methoxy-pyrimidin-5-yl)-8-phenyl-1,3-diazaspiro[4.5]Decan-2-one